FC(C=1SC=C(N1)C1=NC(=NC(=N1)N[C@@H](C(F)(F)F)C)N[C@@H](C(F)(F)F)C)(F)F 6-(2-(trifluoromethyl)thiazol-4-yl)-N2,N4-bis((R)-1,1,1-trifluoropropan-2-yl)-1,3,5-triazine-2,4-diamine